N1C(=NC2=C1C=CC=C2)C2=NNC=C2N 3-(1H-1,3-benzodiazol-2-yl)-1H-pyrazol-4-amine